COC=1C=C(CNC=2C=CC3=C(C=C(O3)C(=O)NC3=CC(=CC(=C3)OC)OC)C2)C=C(C1)OC 5-((3,5-dimethoxybenzyl)amino)-N-(3,5-dimethoxyphenyl)benzofuran-2-carboxamide